ClC1=C(C(=O)C=2C(=NN(C2OS(=O)(=O)C2=CC=C(C=C2)[N+](=O)[O-])C)C)C=CC(=C1)S(=O)(=O)C 4-(2-chloro-4-methylsulfonylbenzoyl)-1,3-dimethyl-1H-pyrazol-5-yl-4-nitrobenzenesulfonate